C(C=C)(=O)N1[C@@H](C=2N(CC1)N=C(C2)C2=C(C1=C(C(=N2)C=2C=C3CNC(C3=CC2)=O)C=CS1)C1=C(C=C(C=C1OCCOC)F)F)C 5-((S)-6-((R)-5-propenoyl-4-methyl-4,5,6,7-tetrahydropyrazolo[1,5-a]pyrazin-2-yl)-7-(2,4-difluoro-6-(2-methoxyethoxy)phenyl)thieno[3,2-c]pyridin-4-yl)isoindolin-1-one